C1([C@H](O)[C@H](O)[C@@H](O)[C@@H](O1)C)C(C(C(=O)[O-])(C(C(CCCCCCCC)O)=O)C1[C@H](O)[C@H](O)[C@@H](O)[C@@H](O1)C)(CCCCCCC)O L-rhamnopyranosyl-L-rhamnopyranosyl-beta-hydroxydecanoyl-beta-hydroxydecanoate